N-tert-Butoxycarbonyl-N-[3-[(2,6-difluoro-3-nitrobenzoyl)amino]-2,6-difluorophenyl]carbamic acid tert-butyl ester C(C)(C)(C)OC(N(C1=C(C(=CC=C1F)NC(C1=C(C(=CC=C1F)[N+](=O)[O-])F)=O)F)C(=O)OC(C)(C)C)=O